2-((2-Hydroxyethyl)amino)-N-(1H-indol-7-yl)acetamide OCCNCC(=O)NC=1C=CC=C2C=CNC12